C1(CC1)N1N=CC(=C1)C1=C2C(=NC=C1)N(N=C2CNC(C=C)=O)C2=CC=C(C=C2)OC(F)(F)F N-((4-(1-cyclopropyl-1H-pyrazol-4-yl)-1-(4-(trifluoromethoxy)phenyl)-1H-pyrazolo[3,4-b]pyridin-3-yl)methyl)acrylamide